DL-α-hydroxyethylbenzene OC(C)C1=CC=CC=C1